ClC=1C(=NC=C(C1)I)N1CCNCC1 1-(3-chloro-5-iodo-2-pyridinyl)piperazine